1-(1-(4-(3-Chlorophenyl)butyl)piperidin-4-yl)-3-(4-phenylbutyl)-1H-benzo[d]imidazol-2(3H)-one ClC=1C=C(C=CC1)CCCCN1CCC(CC1)N1C(N(C2=C1C=CC=C2)CCCCC2=CC=CC=C2)=O